C(C(C)C)(=O)[C@@]1([C@H](O)OC[C@@H]1O)O 2-isobutyryl-(alpha-L-threose)